FC1([C@H](C1)C(=O)NC1=NC=C2C=C(C=NC2=C1)C=1C=NC(=CC1C)C(CC)([2H])O)F (1R)-2,2-difluoro-N-(3-(6-(1-hydroxypropyl-1-d)-4-methylpyridin-3-yl)-1,6-naphthyridin-7-yl)cyclopropane-1-carboxamide